1-((1-(cyanomethyl)cyclopropyl)methyl)-1H-benzo[d]imidazole C(#N)CC1(CC1)CN1C=NC2=C1C=CC=C2